O.O[C@H](C(=O)O)[C@@H](C(=O)O)O.N[C@H]1[C@@H](CC(C2=CC=C(C=C12)Br)(C)C)O (1R,2R)-1-amino-7-bromo-4,4-dimethyl-1,2,3,4-tetrahydronaphthalen-2-ol (2S,3S)-2,3-dihydroxysuccinate monohydrate